2',3',4'-trihydroxychalcone OC1=C(C(/C=C/C2=CC=CC=C2)=O)C=CC(=C1O)O